FC(OC1=NC(=C(C=C1F)[N+](=O)[O-])OC(F)F)F 2,6-bis(difluoromethoxy)-3-fluoro-5-nitro-pyridine